2-Fluoro-4-(5-fluoro-2-((1-methyl-1H-pyrazol-4-yl)amino)pyrimidin-4-yl)benzoic Acid FC1=C(C(=O)O)C=CC(=C1)C1=NC(=NC=C1F)NC=1C=NN(C1)C